FC(C=1C(=CNC(C1)=O)C(=O)NC=1C(=CC(=C(C1)C1=CCCNC1)F)N1C[C@H](N(CC1)C)C)F 5-[5-[[4-(Difluoromethyl)-6-oxo-1H-pyridin-3-carbonyl]amino]-2-fluoro-4-[(3R)-3,4-dimethylpiperazin-1-yl]phenyl]-3,6-dihydro-2H-pyridin